Pyrazolo[1,5-a]pyridine-5-carboxylic acid N1=CC=C2N1C=CC(=C2)C(=O)O